butyl (2S,4S)-2-((S)-4-bromo-5-chloro-6-fluoro-2-phenyl-2,3-dihydrobenzofuran-2-yl)-4-((methylsulfonyl)oxy)pyrrolidine-1-carboxylate BrC1=C(C(=CC2=C1C[C@](O2)(C2=CC=CC=C2)[C@H]2N(C[C@H](C2)OS(=O)(=O)C)C(=O)OCCCC)F)Cl